C(C1=CC=CC=C1)N(C(SSC(N(CC1=CC=CC=C1)CC1=CC=CC=C1)=S)=S)CC1=CC=CC=C1 Tetrabenzylthiuram Disulphid